O=NC(C=C=O)=O diketoacrylamide